OC1=CC=C(C=2C(C3=CC(=CC=C3C(C12)=O)C)=O)O 1,4-dihydroxy-6-methylanthraquinone